1H-benzo[desh]Isoquinoline-2(3H)-acetic acid C1C=2C=CC=3C(=CNC(C13)CC(=O)O)C2